C(C)N1C(=NC2=CC(=C(C=C2C1=O)OC)F)[C@@H](CCC)N1CCNC[C@H](C1)C 3-ethyl-7-fluoro-6-methoxy-2-((R)-1-((R)-6-methyl-1,4-diazepan-1-yl)butyl)quinazolin-4(3H)-one